CC(=CCC/C=C/C=O)C (2E)-7-methyl-2,6-octadienal